Methyl-3-(4-bromo-1-oxoisoindolin-2-yl)piperidine-2,6-dione CN1C(C(CCC1=O)N1C(C2=CC=CC(=C2C1)Br)=O)=O